N-benzyl-benzylamine C(C1=CC=CC=C1)NCC1=CC=CC=C1